(Z)-5-((Z)-5-fluoro-2-oxoindolin-3-ylidene)-3-phenyl-2-(phenylimino)-thiazolidin-4-one FC=1C=C2/C(/C(NC2=CC1)=O)=C/1\C(N(/C(/S1)=N/C1=CC=CC=C1)C1=CC=CC=C1)=O